N-(5-(4,4,5,5-tetramethyl-1,3,2-dioxaborolan-2-yl)-1H-indol-3-yl)acetamide CC1(OB(OC1(C)C)C=1C=C2C(=CNC2=CC1)NC(C)=O)C